F[C@@H]1CN(CC[C@@H]1NC=1C=2C=C(N(C2C=CC1)CC(F)(F)F)C#CCNC1=C(C=C(C=C1)S(=O)(=O)C)OCF)C N-[(3R,4S)-3-fluoro-1-methylpiperidin-4-yl]-2-(3-{[2-(fluoromethoxy)-4-methanesulfonylphenyl]amino}prop-1-yn-1-yl)-1-(2,2,2-trifluoroethyl)-1H-indol-4-amine